methyl (S)-1-((5-((4-(3-((2-(1-hydroxyethyl)-1H-imidazol-1-yl)methyl)isoxazol-5-yl)phenyl)ethynyl)pyridin-2-yl)methyl)azetidine-3-carboxylate O[C@@H](C)C=1N(C=CN1)CC1=NOC(=C1)C1=CC=C(C=C1)C#CC=1C=CC(=NC1)CN1CC(C1)C(=O)OC